C(C)(C)(C)OC(=O)N1CC(CCC1)NS(=O)(=O)C1(CC1)F 3-[(1-fluorocyclopropyl)sulfonylamino]piperidine-1-carboxylic acid tert-butyl ester